ClC1=C(N=C(N=N1)NCC1=CC=C(C=C1)OC)NCC=1N=C2N(C=C(C=C2N2C(N(C(C2)=O)C)=O)C2CC2)C1 1-(2-(((6-chloro-3-((4-methoxybenzyl)amino)-1,2,4-triazin-5-yl)amino)methyl)-6-cyclopropylimidazo[1,2-a]pyridin-8-yl)-3-methylimidazolidine-2,4-dione